CN1C(N=C(C=C1)SCC(=O)OC)=O Methyl 2-(1-methyl-2-oxo-pyrimidin-4-yl)sulfanylacetate